calcium chromite [Cr](=O)([O-])[O-].[Ca+2]